BrC(C(=O)NCCC1=CC(=C(C=C1)O)O)(C)C 2-bromo-2-methyl-N-[2-(3,4-dihydroxyphenyl)ethyl]propionamide